C12(CC(C1)C2)NS(=O)(=O)C2=CC(=C(C=C2)NC([C@H](CC2=CC=CC=C2)NC(=O)C2=NC=C(C=C2)F)=O)C (S)-N-(1-(4-(N-bicyclo[1.1.1]pent-1-ylsulfamoyl)-2-methylphenylamino)-1-oxo-3-phenylpropan-2-yl)-5-fluoropyridinamide